NC(C)(C)C1=CC=C(C=C1)C=1N=C(C2=C(N1)CC[S@]2=O)NC2(CCC2)CO |r| (R/S)-2-(4-(2-aminopropan-2-yl)phenyl)-4-((1-(hydroxymethyl)cyclobutyl)amino)-6,7-dihydrothieno[3,2-d]pyrimidine 5-oxide